N-acetyl-2',3',5'-tri-O-acetyl-guanosine C(C)(=O)NC=1NC(C=2N=CN([C@H]3[C@H](OC(C)=O)[C@H](OC(C)=O)[C@@H](COC(C)=O)O3)C2N1)=O